CSCC(=O)[C@@H]([C@@H](COP(=O)([O-])[O-])O)O The molecule is an organophosphate oxoanion obtained by deprotonation of the phosphate OH groups of 1-(methylthio)ribulose 5-phosphate; major species at pH 7.3. It has a role as a bacterial metabolite. It is a conjugate base of a 1-(methylthio)ribulose 5-phosphate.